S1N=CC2=C1C=C(C=C2)NC=2C1=C(N=CN2)C=CC(=N1)N1CC(C1)NC(C=C)=O N-[1-[4-(1,2-benzothiazol-6-ylamino)pyrido[3,2-d]pyrimidin-6-yl]azetidin-3-yl]prop-2-enamide